(3-chloro-pyridin-2-yl)-hydrazine ClC=1C(=NC=CC1)NN